C(C)[C@@H]1N(CCN(C1)C=1C=NC(=C(C1)F)NC(=N)C=1C=C(C=2N(C1)C=C(N2)C)F)C(=O)OC(C)(C)C tert-butyl (S)-2-ethyl-4-(5-fluoro-6-(8-fluoro-2-methylimidazo[1,2-a]pyridine-6-carboximidamido)pyridin-3-yl)piperazine-1-carboxylate